[I-].C(C)[N+]1(C(CCCC1C)C)CC N,N-diethyl-2,6-dimethylpiperidinium iodide